[Si](C)(C)(C(C)(C)C)OCCN1C2=C(OCC1)C(=CN=C2)C=2C(=C(C#N)C=CC2)N2CCC(CC2)C2=NN=CN2C (4-{2-[(tert-butyldimethylsilyl)oxy]ethyl}-2h,3h-pyrido[4,3-b][1,4]oxazin-8-yl)-2-[4-(4-methyl-1,2,4-triazol-3-yl)piperidin-1-yl]benzonitrile